(8E)-8-ethylidene-4-methoxy-5,6,7,8-tetrahydronaphthalene-1-carboxylic acid C(/C)=C\1/CCCC=2C(=CC=C(C12)C(=O)O)OC